7-cyclopentyl-6-(dimethylcarbamoyl)-7H-pyrrolo[2,3-d]pyrimidin C1(CCCC1)N1C(=CC2=C1N=CN=C2)C(N(C)C)=O